2-[3-(difluoromethyl)-4-fluoro-2-methoxy-phenyl]-4,4,5,5-tetramethyl-1,3,2-dioxaborolane FC(C=1C(=C(C=CC1F)B1OC(C(O1)(C)C)(C)C)OC)F